(3-Piperidyl)acetamide N1CC(CCC1)CC(=O)N